NC1=CC=C(OC2=C(C=C(C=C2)[N+](=O)[O-])C=2C3=C(C(N(C2)C)=O)NC=C3)C=C1 4-(2-(4-aminophenoxy)-5-nitrophenyl)-6-methyl-1,6-dihydro-7H-pyrrolo[2,3-c]pyridin-7-one